CC1C(CCC2C1O2)COC(=O)C2C(C1C(CC2)O1)C 3,4-Epoxy-2-methylcyclohexylmethyl-3,4-epoxy-2-methylcyclohexan-carboxylat